4-(2-chlorophenyl)-2-methoxy-5H-indeno[1,2-b]pyridine-3-carbonitrile ClC1=C(C=CC=C1)C1=C2C(=NC(=C1C#N)OC)C1=CC=CC=C1C2